FC1=C(CN2[C@@H](CCC2=O)CC(=O)N[C@@H](C(C)C)C(=O)OCC2=CN=NC=C2)C=CC=C1F Pyridazin-4-ylmethyl (2-((S)-1-(2,3-difluorobenzyl)-5-oxopyrrolidin-2-yl)acetyl)-L-valinate